NN([C@@H](CC1=CC=C(C=C1)O)C(=O)O)C amino-methyl-L-tyrosine